γ-mercaptopropyltriMethoxysilane SCCC[Si](OC)(OC)OC